C(C=C)(=O)N1C(CN(CC1)C1=NC(=C(C=2CN(CCC12)C1=CC=CC2=CC=CC=C12)C#N)OC[C@H]1N(CCC1)C)CC#N 1-(4-acryloyl-3-(cyanomethyl)piperazin-1-yl)-3-(((S)-1-methylpyrrolidin-2-yl)methoxy)-6-(naphthalen-1-yl)-5,6,7,8-tetrahydro-2,6-naphthyridine-4-carbonitrile